C1(CC1)C=1C=CC=2N(C1)C=C(N2)CN2N=CC=1C(=NC=CC12)NCC1=CC=C(C=C1)OC 1-((6-cyclopropylimidazo[1,2-a]pyridin-2-yl)methyl)-N-(4-methoxybenzyl)-1H-pyrazolo[4,3-c]pyridin-4-amine